COC1=CC(=C(C(=N1)C)N)C 6-meth-oxy-2,4-dimethylpyridin-3-amine